NC1=CC=C(C=C1)CCN1C(OC(C1=O)C)C=1C(=NN(C1)C1=CC=C(C=C1)Br)C1=COC=C1 3-(4-aminophenylethyl)-2-(1-(4-bromophenyl)-3-(furan-3-yl)-1H-pyrazol-4-yl)-5-methyl-oxazolidin-4-one